FC1=CC=C2C=NNC2=C1 6-fluoro-1H-indazol